COC(=O)C=1N(C=C(C1C1=CC=C(C=C1)F)C1=CC=NC=C1)C 3-(4-fluorophenyl)-1-methyl-4-(pyridin-4-yl)-1H-pyrrole-2-carboxylic acid methyl ester